6-oxohexyl-2-hexyldecanoate O=CCCCCCOC(C(CCCCCCCC)CCCCCC)=O